The molecule is a member of the class of furans carrying dihydroxymethyl and formyl substituents at positions 2 and 5 respectively. It is a member of furans, an arenecarbaldehyde and an aldehyde hydrate. C1=C(OC(=C1)C(O)O)C=O